5-bromo-2-(difluorometh-oxy)pyridine BrC=1C=CC(=NC1)OC(F)F